FC(C=1C=C2C(=CC1)N(C(C21CCN(CC1)C(=O)OC(C)(C)C)=O)C)F tert-butyl 5-(difluoromethyl)-1-methyl-2-oxo-1,2-dihydrospiro[indole-3,4'-piperidine]-1'-carboxylate